O1CCN(CC1)C=1OC=2C(=NC(=C(C2)[N+](=O)[O-])N2CCOCC2)N1 2,5-dimorpholino-6-nitrooxazolo[4,5-b]pyridine